BrC1=C(C=C2C(=NC(=NC2=C1F)Cl)Cl)OC(F)F 7-bromo-2,4-dichloro-6-(difluoromethoxy)-8-fluoroquinazoline